C(C)OC1=NC(=CC(=C1)C1=CC(=C2C(=N1)N=C(N2)NC(=O)C2=CC=C(C=N2)CCCC(=O)O)N(C)CC2(CCCCC2)COC)C(F)(F)F 4-[6-({5-[2-Ethoxy-6-(trifluoromethyl)pyridin-4-yl]-7-({[1-(methoxymethyl)cyclohexyl]methyl}(methyl)amino)-1H-imidazo[4,5-b]pyridin-2-yl}carbamoyl)pyridin-3-yl]butanoic acid